C(C)C=1SC(=C(N1)C1=CC=CC=C1)OC1=CC(=NC=C1)C1(NC=C(C=C1)NCCN1CCN(CC1)C)N 2-(4-((2-ethyl-4-phenylthiazol-5-yl)oxy)pyridin-2-yl)-N5-(2-(4-methylpiperazin-1-yl)ethyl)pyridine-2,5-diamine